(3S)-5-[(E)-6-[bis(t-butoxycarbonyl)amino]hex-1-enyl]-2-oxo-spiro[1H-pyrrolo[2,3-b]pyridine-3,6'-5,7-dihydro-cyclopenta[b]pyridine]-3'-carboxylic acid C(C)(C)(C)OC(=O)N(CCCC/C=C/C=1C=C2C(=NC1)NC([C@]21CC=2C(=NC=C(C2)C(=O)O)C1)=O)C(=O)OC(C)(C)C